P(=O)([O-])([O-])[O-].[Na+].S(SSSN=C=O)N=C=O.[Na+].[Na+] tetrathioisocyanate sodium phosphate